C(C)(C)(C)OC(=O)N1CCC(CC1)C(=O)N1CCN(CC1)C1=CC=2C(=C(N=NC2N[C@H](C)C2=C(C(=CC=C2)C(F)F)C)C)C=N1 (R)-4-(4-(1-((1-(3-(difluoromethyl)-2-methylphenyl)ethyl)amino)-4-methylpyrido[3,4-d]pyridazin-7-yl)piperazine-1-carbonyl)piperidine-1-carboxylic acid tert-butyl ester